C(NC(=S)NC)([2H])([2H])[2H] 1-[(2H3)Methyl]-3-methylthiourea